CC1C2(C1)CNC(C1=CC=C(C=C12)C(F)(F)F)=O 2'-methyl-6-(trifluoromethyl)spiro[2,3-dihydroisoquinoline-4,1'-cyclopropane]-1-one